OC(CC(=O)O)CC(C=C)O 3,5-dihydroxyl-6-heptenoic acid